N1=C(C=CC=C1)C(C1=C(C=CC=C1)O)C1=CC=C(C=C1)O 4,2'-(2-pyridylmethylene)-bisphenol